4-(6-methyl-4,5,6,7-tetrahydrothieno[2,3-c]pyridin-4-yl)benzene-1,2-diol CN1CC2=C(C(C1)C=1C=C(C(=CC1)O)O)C=CS2